1-(2-ethoxyethyl)-3-(4-(trifluoromethyl)pyridin-2-yl)-1,3,8-triazaspiro[4.5]decane-2,4-dione hydrochloride Cl.C(C)OCCN1C(N(C(C12CCNCC2)=O)C2=NC=CC(=C2)C(F)(F)F)=O